ClC=1N=CC2=C(N1)N(C=C2)C2CC2 2-chloro-7-cyclopropyl-7H-pyrrolo[2,3-d]pyrimidine